C(C=1C(C(=O)[O-])=CC=CC1)(=O)[O-].C[Si+3].C(C=1C(C(=O)[O-])=CC=CC1)(=O)[O-].C(C=1C(C(=O)[O-])=CC=CC1)(=O)[O-].C[Si+3] methyl-silicon phthalate